FC(C)(F)C1=NC(=CC(=N1)NC1=CC(=NC=C1C1=NC(=NC=C1)CN1CCCC1)NC(C)=O)CC N-(4-((2-(1,1-difluoroethyl)-6-ethylpyrimidin-4-yl)amino)-5-(2-(pyrrolidin-1-ylmethyl)pyrimidin-4-yl)pyridin-2-yl)acetamide